C(CCCCCCC)C(C(=O)O)CCCCCCCCCCCCCC.C(CCCCCCCCCCCCCCC)(=O)OC(CCCCC)CC ethylhexyl palmitate (octyl palmitate)